5,30-dimethyl-17-(oxetan-3-yl)-7-oxa-4,5,13,17,24,26,31-heptaazahexacyclo[26.3.1.0^{2,6}.0^{13,25}.0^{14,23}.0^{15,20}]dotriaconta-1(31),2(6),3,14,20,22,24,28(32),29-nonaen-27-one CN1N=CC=2C3=NC(=CC(C(NC4=NC5=CC=C6CCN(CC6=C5N4CCCCCOC12)C1COC1)=O)=C3)C